FC=1C(=C(C=CC1)O)C1=C(N=C(N=N1)N1CC[C@H]2[C@@H]1CN(CC2)C)C 3-fluoro-2-(5-methyl-3-((3aS,7aR)-6-methyloctahydro-1H-pyrrolo[2,3-c]pyridin-1-yl)-1,2,4-triazin-6-yl)phenol